S1C(=NC=C1)CN1[C@H]2CC(C[C@@H]1CC2)N2C=CC1=CC=C(C=C21)C(=O)N ((1R,3s,5S)-8-(thiazol-2-ylmethyl)-8-azabicyclo[3.2.1]oct-3-yl)-1H-indole-6-carboxamide